tert-butyl ((S)-1-(3'-((R)-2-methylbut-3-enamido)-[4,4'-bipyridin]-2-yl)but-3-en-1-yl)carbamate C[C@@H](C(=O)NC=1C=NC=CC1C1=CC(=NC=C1)[C@H](CC=C)NC(OC(C)(C)C)=O)C=C